tert-butyl 3-hydroxy-2,3,4,5,8,9-hexahydropyrido[4',3':3,4]pyrazolo[5,1-b][1,3]thiazepine-10(11H)-carboxylate OC1CCN2C(SC1)=C1C(=N2)CCN(C1)C(=O)OC(C)(C)C